CO[Si](O)(O)OC bis(methoxy)silanediol